C(C=C)(=O)NC1=C(C=CC=C1)[C@@H]1CCNC=2N1N=C(C2C(=O)N)C2=CC=C(C=C2)Cl |o1:11| (S or R)-7-(2-acrylamidophenyl)-2-(4-chlorophenyl)-4,5,6,7-tetrahydropyrazolo[1,5-a]pyrimidine-3-carboxamide